3-chlorophenylacetic acid ClC=1C=C(C=CC1)CC(=O)O